1-[(2S)-2-{2-fluoro-5-[2-methyl-3-(thiophen-2-yl)pyrazolo[1,5-a]pyrimidin-5-yl]phenoxy}propyl]-1H-tetrazole FC1=C(O[C@H](CN2N=NN=C2)C)C=C(C=C1)C1=NC=2N(C=C1)N=C(C2C=2SC=CC2)C